6-(3-((2-Fluorophenyl)amino)-7,8-dihydro-1,6-naphthyridin-6(5H)-yl)-4,5-dimethyl-N-(pyridin-4-ylmethyl)pyridazine-3-carboxamide FC1=C(C=CC=C1)NC=1C=NC=2CCN(CC2C1)C1=C(C(=C(N=N1)C(=O)NCC1=CC=NC=C1)C)C